pyrrolidin-3-ylacetate hydrochloride Cl.N1CC(CC1)CC(=O)O